FC(OCC1CN(CCN1)CC1=CC=C(C=C1)C(F)(F)F)F 3-((difluoromethoxy)methyl)-1-(4-(trifluoromethyl)benzyl)piperazine